P(=O)(=O)OP(=O)(O)OP(=O)(O)O phosphopyrophosphoric acid